IC=1OC2=C(C1)C=CC=C2C2=NC(=NC=C2)NC=2C=NN(C2)C2CCOCC2 4-(2-iodobenzofuran-7-yl)-N-(1-(tetrahydro-2H-pyran-4-yl)-1H-pyrazol-4-yl)pyrimidin-2-amine